N'-(2-methyl-phenyl)-4-[5-(trifluoromethyl)-1,2,4-oxadiazol-3-yl]benzoyl-hydrazine CC1=C(C=CC=C1)NNC(C1=CC=C(C=C1)C1=NOC(=N1)C(F)(F)F)=O